Cl.Cl.N[C@H](C(=O)OC1=CC=C2C3=C(C(OC2=C1)=O)C=C(C=C3)OC([C@@H](CC(C)C)N)=O)CC(C)C 8-{[(2R)-2-Amino-4-methylpentanoyl]oxy}-6-oxo-6H-benzo[c]chromen-3-yl (2S)-2-amino-4-methylpentanoate dihydrochloride